(1S,2S)-2-(5-((1H-Imidazol-1-yl)methyl)pyridin-2-yl)cyclopropane-1-carboxylic acid N1(C=NC=C1)CC=1C=CC(=NC1)[C@@H]1[C@H](C1)C(=O)O